C1(=CC=CC=C1)C=1C=C(C2=C(N1)NC=C2)B(O)O 6-PHENYL-1H-PYRROLO[2,3-B]PYRIDINE-4-BORONIC ACID